FC1=C(OC=2C=CC(=NC2)NC(C(C)C2CCN(CC2)C(=O)OC(C)C)=O)C=CC(=C1)F Isopropyl 4-(1-((5-(2,4-difluorophenoxy)pyridin-2-yl)amino)-1-oxopropan-2-yl)piperidine-1-carboxylate